bromo-6,7,8,9-tetrahydro-5H-benzo[7]annulen BrC1=CC=CC2=C1CCCCC2